4-amino-5-bromo-6-phenoxynicotinic acid ethyl ester C(C)OC(C1=CN=C(C(=C1N)Br)OC1=CC=CC=C1)=O